C(C)(C)(C)OC(=O)N1CC(C(CC1)O)CO.N1C[C@@H](CC1)NC(C1=CC=CC=C1)=O N-((R)-pyrrolidin-3-yl)benzamide tert-Butyl-3-(hydroxymethyl)-4-hydroxypiperidine-1-carboxylate